C(C(C)C)N(C1=NOC(=N1)[C@H](C)NC(=O)C1=CC(=NN1C)C(F)(F)F)C (S)-N-(1-(3-(isobutyl(methyl)amino)-1,2,4-oxadiazol-5-yl)ethyl)-1-methyl-3-(trifluoromethyl)-1H-pyrazole-5-carboxamide